7-Bromo-2-methyl-2,3,4,5-tetrahydro-1H-benzo[c]azepin-1-one BrC1=CC2=C(C(N(CCC2)C)=O)C=C1